2-(bis(4-methoxybenzyl)amino)-4-(pentan-2-ylamino)pyrimidine COC1=CC=C(CN(C2=NC=CC(=N2)NC(C)CCC)CC2=CC=C(C=C2)OC)C=C1